tert-butyl (S)-2-((4-(2-(4-hydroxylphenyl)propan-2-yl)phenoxy) methyl)azetidine-1-carboxylate OC1=CC=C(C=C1)C(C)(C)C1=CC=C(OC[C@H]2N(CC2)C(=O)OC(C)(C)C)C=C1